ClC1=C(C=CC(=C1)F)C1=CC(OC2=CC(=CC=C12)OC(C(=O)N1CC(CCC1)C)C)=O 1-[2-[4-(2-Chloro-4-fluoro-phenyl)-2-oxo-chromen-7-yl]oxypropanoyl]-3-methyl-piperidin